C(C1=CC=CC=C1)=CC(=O)O benzylideneacetic acid